C(C)O\C=C(/C(=O)OCC)\C(C)=O ethyl (2Z)-2-(ethoxymethylidene)-3-oxobutanoate